CC=1C(=NN2C1CNCC2)C dimethyl-4,5,6,7-tetrahydropyrazolo[1,5-a]pyrazine